2-(1-(cyclopropylmethyl)-1H-pyrrolo[2,3-b]pyridin-2-yl)-4-fluoro-6-(methoxycarbonyl)pyrazolo[1,5-a]pyridine-3-carboxylic acid C1(CC1)CN1C(=CC=2C1=NC=CC2)C2=NN1C(C(=CC(=C1)C(=O)OC)F)=C2C(=O)O